CC1=C(C(=O)NC(C)C2=CC(=NC3=CC=CC=C23)C2=CSC=C2)C=CC=C1 2-methyl-N-{1-[2-(thiophen-3-yl)quinolin-4-yl]ethyl}benzamide